C(C)(C)C1=C(C=C(C(=C1C=O)O)[N+](=O)[O-])C1=CC=CC=C1 isopropyl-4-hydroxy-5-nitro-[1,1'-biphenyl]-3-carbaldehyde